2-(trifluoromethyl)-8H-pyrano[3,4-b]pyridin-5-one FC(C1=CC=C2C(=N1)COCC2=O)(F)F